OC1=CC=C(C=C1)Br 4-hydroxy-bromobenzene